FC1=C2C(N(C(C2=CC=C1)=O)C1C(N(C(CC1)=O)CC1=CC=CC=C1)=O)=O 3-(4-Fluoro-1,3-dioxo-1,3-dihydro-isoindol-2-yl)-2,6-dioxopiperidin-1-ylmethylbenzene